5-fluoro-N-methoxy-N,6-dimethylpyridine-carboxamide FC=1C=CC(=NC1C)C(=O)N(C)OC